C(C)(C)(C)C=1C=C(C=C(C1O)C)CCC(=O)OCCOCCOCCOC(CCC1=CC(=C(C(=C1)C)O)C(C)(C)C)=O triethylene glycol-bis-(3-(3-t-butyl-5-methyl-4-hydroxyphenyl) propionate)